BrC=1C=CC(=C2C(C=C(NC12)C(F)(F)F)=O)OC 8-bromo-5-methoxy-2-(trifluoromethyl)-1H-quinolin-4-one